COC1=CC=C(CNC(O)=O)C=C1 (4-methoxybenzyl)carbamic acid